di-tert-butyl 3-(3-ethoxy-3-oxopropanoyl)-6,7-dihydro-2H-pyrazolo[4,3-c]pyridine-2,5(4H)-dicarboxylate C(C)OC(CC(=O)C=1N(N=C2C1CN(CC2)C(=O)OC(C)(C)C)C(=O)OC(C)(C)C)=O